3-(5-fluoro-1-oxoisoindolin-2-yl)piperidine-2,6-dione FC=1C=C2CN(C(C2=CC1)=O)C1C(NC(CC1)=O)=O